5-(5-[[1-(diphenylmethyl)piperidin-4-yl]oxy]-2,3-dihydro-1H-isoindol-2-yl)-4-(trifluoromethyl)-2-[[2-(trimethylsilyl)ethoxy]methyl]-2,3-dihydropyridazin-3-one C1(=CC=CC=C1)C(N1CCC(CC1)OC=1C=C2CN(CC2=CC1)C1=C(C(N(N=C1)COCC[Si](C)(C)C)=O)C(F)(F)F)C1=CC=CC=C1